C1(=CC=CC=C1)S(=O)(=O)OCCCCCCCCCCCC.[Na] sodium n-dodecyl benzenesulphonate